(14S)-8-[3-(3,3-dicyclopropylpropoxy)-1H-pyrazol-1-yl]-12,12-dimethyl-2λ6-thia-3,9,11,18,23-pentaazatetracyclo[17.3.1.111,14.05,10]tetracosa-1(22),5,7,9,19(23),20-hexaene-2,2,4-trione C1(CC1)C(CCOC1=NN(C=C1)C1=CC=C2C(NS(C3=CC=CC(NCCC[C@H]4CC(N(C2=N1)C4)(C)C)=N3)(=O)=O)=O)C3CC3